NC1=C(C(=NN1CCC1=C(C=CC(=C1)Br)Br)C1=CC=C(CNC(OC(C)(C)C)=O)C=C1)C#N tert-butyl (4-(5-amino-4-cyano-1-(2,5-dibromophenethyl)-1H-pyrazol-3-yl)benzyl)carbamate